7,10,13-eicosatrienoic acid C(CCCCCC=CCC=CCC=CCCCCCC)(=O)O